C(=O)O.NC1=CN=NC2=CC(=CC=C12)C=1C(=CC(=C(C1)B(O)O)OC)C1=NNC=C1 [5-(4-aminocinnolin-7-yl)-2-methoxy-4-(1H-pyrazol-3-yl)phenyl]boronic acid formate